4-(4-(hydroxymethyl)thiazol-2-yl)benzonitrile OCC=1N=C(SC1)C1=CC=C(C#N)C=C1